FC(C(=O)NCC1=NC=C(N=C1)C)(F)F 2,2,2-trifluoro-N-((5-methylpyrazin-2-yl)methyl)acetamide